CN1C2=C(OC[C@@H](C1=O)NC(C(=O)N[C@H](C)C1=CC=CC=C1)=O)C=CC(=C2)C#CCN2CCC(CC2)=O N1-((S)-5-methyl-4-oxo-7-(3-(4-oxopiperidin-1-yl)prop-1-yn-1-yl)-2,3,4,5-tetrahydrobenzo[b][1,4]oxazepin-3-yl)-N2-((R)-1-phenylethyl)oxalamide